FC(OC=1C=C(C=C(C1)F)NC(=O)NC1CN(C1)C1=CC(=C(C(=C1)F)C1C(NC(CC1)=O)=O)F)F 1-(3-(difluoromethoxy)-5-fluorophenyl)-3-(1-(4-(2,6-dioxopiperidin-3-yl)-3,5-difluorophenyl)azetidin-3-yl)urea